2-[3-[[1-ethyl-4-[[4-(trifluoromethyl)phenyl]methyl]indazole-3-carbonyl]amino]-1-bicyclo[1.1.1]pentanyl]acetic acid C(C)N1N=C(C2=C(C=CC=C12)CC1=CC=C(C=C1)C(F)(F)F)C(=O)NC12CC(C1)(C2)CC(=O)O